pyrrolo[1,2-c][1,3,2]oxazaphospholane P1OCC=2N1C=CC2